C(CC)(=O)N1C=CC2=CC(=CC=C12)C=1C=CC(=NC1)C(=O)NCC=1C=NC=CC1 5-(1-propionylindol-5-yl)-N-(pyridin-3-ylmethyl)pyridineamide